3-methyl-4-(4,4,5,5-tetramethyl-1,3,2-dioxaborolan-2-yl)thiophene-2-carboxylic acid methyl ester COC(=O)C=1SC=C(C1C)B1OC(C(O1)(C)C)(C)C